ClC1=CC=C(C=C1)C=1N=C2N(C=CC=N2)C1CN1CC2CCC(C1)N2C(=O)NC2=C(C=CC(=C2)C(F)(F)F)Cl 3-{[2-(4-chlorophenyl)imidazo[1,2-a]pyrimidin-3-yl]methyl}-N-[2-chloro-5-(trifluoromethyl)phenyl]-3,8-diazabicyclo[3.2.1]octane-8-carboxamide